NC\C=C(\CN1C=NC2=C1C=C(C=C2C2=CC(=NN2C)C)C#N)/F (Z)-1-(4-amino-2-fluorobut-2-en-1-yl)-4-(1,3-dimethyl-1H-pyrazol-5-yl)-1H-benzo[d]imidazole-6-carbonitrile